dibenzyldiethyl-diaminotriphenylmethanol trisulfate S(=O)(=O)(O)O.S(=O)(=O)(O)O.S(=O)(=O)(O)O.C(C1=CC=CC=C1)C=1C(=C(C=CC1)C(O)(C1=C(C(=C(C(=C1)CC)CC)N)N)C1=CC=CC=C1)CC1=CC=CC=C1